BrCC1(CC1)C(F)(F)F (1-Bromomethyl)-1-(trifluoromethyl)cyclopropane